ClC1=C(C=CC=C1)N1C(N=C(C2=CC(=C(C=C12)C(F)(F)F)C#N)NC)=O 1-(2-Chlorophenyl)-4-(methylamino)-2-oxo-7-(trifluoromethyl)-1,2-dihydroquinazoline-6-carbonitrile